[OH-].[NH4+].C1(=CC=C(C=C1)CC1N(CCOC1)C)CC1N(CCOC1)C N'-(1,4-phenylenebis(methylene))bis(N-methylmorpholine) ammonium hydroxide